[O].[Ba] barium oxygen